ClC1=C(C=CC(=C1F)OC)C1=CN=C(N1C)C(=O)NC1=CC(=C(C=C1)C(=O)N1CCN(CC1)C(CC1(CCNCC1)O)=O)Cl 5-(2-chloro-3-fluoro-4-methoxy-phenyl)-N-[3-chloro-4-[4-[2-(4-hydroxy-4-piperidyl)acetyl]piperazine-1-carbonyl]phenyl]-1-methyl-imidazole-2-carboxamide